C(C)N1CCNCC1 Ethyl-piperazine